(4'-azidobutyrate) hydrochloride Cl.N(=[N+]=[N-])CCCC(=O)O